(-)-7-(3-Methoxy-4-{[4-methoxy-2-(trifluoromethyl)phenyl]methoxy}phenyl)-3H,4H,5H,6H,7H-[1,2,3]triazolo[4,5-b]pyridin-5-one COC=1C=C(C=CC1OCC1=C(C=C(C=C1)OC)C(F)(F)F)C1C2=C(NC(C1)=O)NN=N2